N1(CCOCC1)CCCOC=1C=CC2=C(N=C(S2)N)C1 5-[3-(morpholin-4-yl)propoxy]-1,3-benzothiazol-2-amine